imidazole-5,2-diol N1C(=NC=C1O)O